N-((3R,4S)-4-((5-(cyclopropylmethoxy)-7-(2,6-dichloro-3,5-dimethoxyphenyl)2,6-naphthyridin-3-yl)amino)tetrahydro-furan-3-yl)acrylamide C1(CC1)COC1=C2C=C(N=CC2=CC(=N1)C1=C(C(=CC(=C1Cl)OC)OC)Cl)N[C@H]1[C@H](COC1)NC(C=C)=O